disodium butanedioate C(CCC(=O)[O-])(=O)[O-].[Na+].[Na+]